methoxypyrimidine COC1=NC=CC=N1